iodine iodonium [IH2+].[I+]